3-(trans-4-{[7-(3-pyrrolidinyloxy)-4-quinazolinyl]oxy}cyclohexyl)-1-[5-(trifluoromethyl)-3-pyridinyl]-2,4-imidazolidinedione N1CC(CC1)OC1=CC=C2C(=NC=NC2=C1)O[C@@H]1CC[C@H](CC1)N1C(N(CC1=O)C=1C=NC=C(C1)C(F)(F)F)=O